COC=1C(=NN(C1NCC1=CC=CC=C1)C(=O)C1=COC=C1C)C1N(CCNC1C(F)(F)F)C(CN1CCOCC1)=O 4-({[4-Methoxy-1-(4-methylfuran-3-carbonyl)-3-{1-[2-(morpholin-4-yl)acetyl]-3-(trifluoromethyl)piperazin-2-yl}-1H-pyrazol-5-yl]amino}methyl)benzol